tert-butyl 4-[[4-[[1-[1-(2,6-dioxo-3-piperidyl)-3-methyl-2-oxo-benzimidazol-5-yl]-4-piperidyl]methyl]piperazin-1-yl]methyl]-4-fluoro-piperidine-1-carboxylate O=C1NC(CCC1N1C(N(C2=C1C=CC(=C2)N2CCC(CC2)CN2CCN(CC2)CC2(CCN(CC2)C(=O)OC(C)(C)C)F)C)=O)=O